BrCC=1C(=CC(=NC1)F)I 5-(bromomethyl)-2-fluoro-4-iodopyridine